FC=1C(=NC=CC1)C1=CN=C(S1)NC1=CC2=C(C=N1)N=CN2CCNC(=O)[C@H]2N(C[C@@H](C2)O)C(C=C)=O (2S,4R)-N-[2-[6-[[5-(3-fluoro-2-pyridyl)thiazol-2-yl]amino]imidazo[4,5-c]pyridin-1-yl]ethyl]-4-hydroxy-1-prop-2-enoyl-pyrrolidine-2-carboxamide